CC(C#CC1=NC(=NC(=N1)N[C@@H](C(F)(F)F)C)N[C@@H](C(F)(F)F)C)(C)C 6-(3,3-Dimethylbut-1-yn-1-yl)-N2,N4-bis((R)-1,1,1-trifluoroprop-2-yl)-1,3,5-triazine-2,4-diamine